6-Bromo-3,3-dimethylisobenzofuran-1(3H)-one BrC1=CC=C2C(OC(C2=C1)=O)(C)C